N[C@@H]1[C@H](CC1)O (1S,2S)-2-aminocyclobutanol